(S)-4-Chloro-N-(8,9-difluoro-6-oxo-1,4,5,6-tetrahydro-2H-pyrano[3,4-c]isoquinolin-1-yl)-3-fluoro-N-methylbenzamide ClC1=C(C=C(C(=O)N(C)[C@@H]2COCC=3NC(C=4C=C(C(=CC4C32)F)F)=O)C=C1)F